NCCCN1CCN(CCC1)C1=NC2=CC(=C(C=C2C=C1C#N)OC)OC (4-(3-aminopropyl)-1,4-diazepan-1-yl)-6,7-dimethoxyquinoline-3-carbonitrile